Neodymium(III) trifluoromethanesulfonate FC(S(=O)(=O)[O-])(F)F.[Nd+3].FC(S(=O)(=O)[O-])(F)F.FC(S(=O)(=O)[O-])(F)F